5-(acetyloxy)-1-[(di-2-propenylamino)methylene]-4,4a,5,6,6a,8,9,9a-octahydro-11-hydroxy-4-(methoxymethyl)-4a,6a-dimethylcyclopenta[5,6]naphtho[1,2-c]pyran-2,7,10(1H)-trione C(C)(=O)OC1CC2(C(C=3C(C(=C4C(C(OC(C4=CN(CC=C)CC=C)=O)COC)(C13)C)O)=O)CCC2=O)C